C1(CC1)COC1=CC(=C2C(NC(=NC2=C1)CSC1CCN(CC1)CCN1CCN(CC1)C1=C(C=C(C=C1)NC1C(NC(CC1)=O)=O)F)=O)F 3-((4-(4-(2-(4-(((7-(cyclopropylmethoxy)-5-fluoro-4-oxo-3,4-dihydroquinazolin-2-yl)methyl)thio)piperidin-1-yl)ethyl)piperazin-1-yl)-3-fluorophenyl)amino)piperidine-2,6-dione